COCCNP1(OCCO1)=O 2-((2-methoxyethyl)amino)-1,3,2-dioxaphospholane 2-oxide